The molecule is a dihydroceramide in which the ceramide N-acyl group is specified as hexadecanoyl (palmitoyl). It has a role as a mouse metabolite. It is a N-acylsphinganine, a Cer(d34:0) and a N-palmitoyl-sphingoid base. It derives from a hexadecanoic acid. CCCCCCCCCCCCCCC[C@H]([C@H](CO)NC(=O)CCCCCCCCCCCCCCC)O